2-(1-(1-(2-(5-cyclopropyl-4,7-difluoro-3,3-dimethyl-2-oxoindolin-1-yl)acetamido)ethyl)cyclopropyl)acetic acid C1(CC1)C=1C(=C2C(C(N(C2=C(C1)F)CC(=O)NC(C)C1(CC1)CC(=O)O)=O)(C)C)F